6-chloro-4-[(1S,6R)-3,9-diazabicyclo[4.2.1]nonan-3-yl]-8-fluoro-2-{[(2S)-1-methylpyrrolidin-2-ylmethoxy]quinazolin-7-yl}naphthalen-2-ol ClC=1C=C2C(=CC(CC2=C(C1)F)(O)C1=CC=C2C=NC(=NC2=C1)OC[C@H]1N(CCC1)C)N1C[C@@H]2CC[C@H](CC1)N2